BrCCOC1=C(C(=CC(=C1)C=CC)OC)O bromoethoxyisoeugenol